N6-[2-amino-2-(4-cyclopropylphenyl)ethyl]-N4-tert-butyl-1-methyl-1H-pyrazolo[3,4-d]pyrimidine-4,6-diamine NC(CNC1=NC(=C2C(=N1)N(N=C2)C)NC(C)(C)C)C2=CC=C(C=C2)C2CC2